C(=O)(OC(C)(C)C)C(CCCC)(N)N Boc-pentanediamine